C(C)OC1=CC=C(C=C1)N1C[C@@]2([C@](C1)(CN(C2)C(=O)NCCO)C)C cis-5-(4-Ethoxyphenyl)-N-(2-hydroxyethyl)-3a,6a-dimethylhexahydropyrrolo[3,4-c]pyrrole-2(1H)-carboxamide